C(C)OC(CN1N=C(C2=C(C1=O)C=C(O2)Br)CC)=O (2-bromo-7-ethyl-4-oxo-furo[2,3-d]pyridazin-5-yl)acetic acid ethyl ester